ClC1=C(CC2N=C(C(N=C2OC)C(C)C)OC)C=C(C=C1)F 2-(2-chloro-5-fluorobenzyl)-5-isopropyl-3,6-dimethoxy-2,5-dihydropyrazine